ClC(C1=NC(=NC(=N1)C(F)(F)F)C(F)(F)F)(Cl)Cl 2-(trichloromethyl)-4,6-bis(trifluoromethyl)-1,3,5-triazine